OC1(CC(C1)C(=O)N1CC2(C1)CCC(CC2)OC2=NC=CC(=C2)C(F)(F)F)C ((1s,3s)-3-hydroxy-3-methylcyclobutyl)(7-((4-(trifluoromethyl)pyridin-2-yl)oxy)-2-azaspiro[3.5]non-2-yl)methanone